I(=O)(=O)O.C(CC1=CC=CC=C1)N phenethylamine iodic acid salt